2-[(3R)-3-aminopyrrolidin-1-yl]ethanol N[C@H]1CN(CC1)CCO